N1=C(SC2=C1C1=C(C=C2)NC=N1)C=1C=C(C(=CC1)O)O 4-(6H-imidazo[4',5':5,6]benzo[1,2-d]thiazol-2-yl)benzene-1,2-diol